N-[4-[4-cyano-3-(trifluoromethyl)anilino]cyclohexyl]-5-(trifluoromethyl)-1H-pyrazole-4-carboxamide C(#N)C1=C(C=C(NC2CCC(CC2)NC(=O)C=2C=NNC2C(F)(F)F)C=C1)C(F)(F)F